N-(2-{[(4-fluorophenyl)methyl](methyl)amino}-4-(4,4,5,5-tetramethyl-1,3,2-dioxaborolan-2-yl)phenyl)ethane-1-sulfonamide FC1=CC=C(C=C1)CN(C1=C(C=CC(=C1)B1OC(C(O1)(C)C)(C)C)NS(=O)(=O)CC)C